FC=1C=C2C(=NC1)N(C=C2NC(N)=O)C2CCNCC2 3-[5-fluoro-1-(piperidin-4-yl)pyrrolo[2,3-b]Pyridin-3-yl]Urea